(1-(2-(4-fluorophenyl)propyl)-1H-pyrazol-4-yl)methylamine hydrochloride Cl.FC1=CC=C(C=C1)C(CN1N=CC(=C1)CN)C